CC1=C(CN2CCC(CC2)N)C=CC=C1 1-(2-methylbenzyl)piperidin-4-amine